N,N-dimethyl-3-((5-(1-(tetrahydro-2H-pyran-4-yl)-[1,2,4]triazolo[4,3-a]quinoxalin-8-yl)pyridin-2-yl)oxy)-1-propylamine CN(C)CCCOC1=NC=C(C=C1)C1=CC=C2N=CC=3N(C2=C1)C(=NN3)C3CCOCC3